8-(4-(difluoromethoxy)phenyl)-6-(1-methyl-1H-benzo[d]imidazol-6-yl)-2-(methylthio)pyrido[2,3-d]pyrimidin-7(8H)-one FC(OC1=CC=C(C=C1)N1C(C(=CC2=C1N=C(N=C2)SC)C=2C=CC1=C(N(C=N1)C)C2)=O)F